FC=1C=NC=CC1C1=C(C=2CNCC3(C2N1)CCNCC3)I 2'-(3-fluoropyridin-4-yl)-3'-iodo-1',4',5',6'-tetrahydrospiro[piperidine-4,7'-pyrrolo[3,2-c]pyridine]